N-(4-methoxybenzyl)-3-(4-nitrophenyl)imidazo[1,5-c]pyrimidin-5-amine COC1=CC=C(CNC2=NC=CC=3N2C(=NC3)C3=CC=C(C=C3)[N+](=O)[O-])C=C1